BrC(C=1CCN(CC1)C(=O)OC(C)(C)C)([2H])[2H] tertbutyl 4-(bromomethyl-d2)-3,6-dihydropyridine-1(2H)-carboxylate